triphosphate hydrochloride Cl.OP(O)(=O)OP(=O)(O)OP(=O)(O)O